N-(2-((4-(2-((4-(1H-Imidazol-1-yl)benzyl)(methyl)amino)ethyl)phenyl)carbamoyl)-4,5-dimethoxyphenyl)quinoline-3-carboxamide N1(C=NC=C1)C1=CC=C(CN(CCC2=CC=C(C=C2)NC(=O)C2=C(C=C(C(=C2)OC)OC)NC(=O)C=2C=NC3=CC=CC=C3C2)C)C=C1